C(C)C1N=C2C=CC=CC2=C1 2-ethyl-2H-indole